(S)-2-((tert-butoxycarbonyl)amino)-3-cyanopropanoic acid C(C)(C)(C)OC(=O)N[C@H](C(=O)O)CC#N